p-dodecyloxybenzyltrimethylammonium bromide [Br-].C(CCCCCCCCCCC)OC1=CC=C(C[N+](C)(C)C)C=C1